2-(((1,5-dimethyl-1H-1,2,4-triazol-3-yl)methoxy)methyl)-N-(1-methyl-1H-tetrazol-5-yl)-6-(trifluoromethyl)nicotinamide CN1N=C(N=C1C)COCC1=C(C(=O)NC2=NN=NN2C)C=CC(=N1)C(F)(F)F